N-(4-(2-(methylcarbamoyl)pyridin-4-yloxy)phenyl)-4-p-tolylpicolinamide CNC(=O)C1=NC=CC(=C1)OC1=CC=C(C=C1)NC(C1=NC=CC(=C1)C1=CC=C(C=C1)C)=O